C(C)(C)(C)N(C(O)=O)C(C)CCCN1N=C(C(=C1[N+](=O)[O-])C)C.C[Si](Cl)(C)C trimethyl-chloroSilane tert-butyl-(5-(3,4-dimethyl-5-nitro-1H-pyrazol-1-yl)pentan-2-yl)carbamate